C1(CC1)C1=C(C(=NO1)C1=C(C=NC=C1Cl)Cl)/C=C/C1C2CN(CC12)C=1C=C2C(=CC(=NC2=C(C1)F)C(=O)O)OC (E)-6-(6-(2-(5-cyclopropyl-3-(3,5-dichloropyridin-4-yl)isoxazol-4-yl)vinyl)-3-azabicyclo[3.1.0]hex-3-yl)-8-fluoro-4-methoxyquinoline-2-carboxylic acid